ClCC1CC1 chloromethylcyclopropane